LITHIUM-TANTALUM [Ta].[Li]